CCCCCCCCOCCNC(OCCCC)=O Butyl N-(2-(2-(6-hexyl)ethoxy)ethyl)carbamate